ClC1=C(C(=O)N(C2=NN=NN2C)C)C=CC(=C1S(=O)C(C)C)S(=O)(=O)C 2-chloro-3-isopropylsulfinyl-N-methyl-N-(1-methyl-1H-tetrazol-5-yl)-4-methylsulfonyl-benzamide